FC1=C(C=CC(=C1)OC1=CC=NC=2NC(C=NC21)=O)NC(=O)NC2=CC(=NN2C2=CC=CC=C2)C2(CC2)C(F)(F)F 1-(2-fluoro-4-((3-oxo-3,4-dihydropyrido[2,3-b]pyrazin-8-yl)oxy)phenyl)-3-(1-phenyl-3-(1-(trifluoromethyl)cyclopropyl)-1H-pyrazol-5-yl)urea